(S)-quinuclidin-3-yl (7-(4-isopropylphenyl)-3,3-dimethylchroman-4-yl)carbamate C(C)(C)C1=CC=C(C=C1)C1=CC=C2C(C(COC2=C1)(C)C)NC(O[C@@H]1CN2CCC1CC2)=O